(Z)-6-NONENYL ACETATE C(C)(=O)OCCCCC\C=C/CC